C=1(N=CN2C1C=CC=C2)C#N imidazo[1,5-a]pyridine-1-carbonitrile